ClCC=1C=C2NC(C=3N(C2=CC1)N=CC3F)=O 7-(chloromethyl)-3-fluoropyrazolo[1,5-a]quinoxalin-4(5H)-one